C12(CC3CC(CC(C1)C3)C2)C2=CC=C(C=C2)OB(O)O 4-adamantylphenyl-boric acid